CC(CCCC[C@@H]1[C@@H](C(=O)[O-])O1)C (2S,3R)-2,3-epoxy-8-methyl-1-nonanoate